5-(benzyloxy)-6-methoxy-2-(6-methylbenzo[d]oxazol-2-yl)-1,2,3,4-tetrahydroisoquinoline-3-carboxylic acid C(C1=CC=CC=C1)OC1=C2CC(N(CC2=CC=C1OC)C=1OC2=C(N1)C=CC(=C2)C)C(=O)O